ClC1=CC=C(S1)C#CC1=NN(C2=NC=C(C=C21)NC(C(=C)F)=O)C N-(3-((5-Chlorothiophen-2-yl)ethynyl)-1-methyl-1H-pyrazolo[3,4-b]pyridin-5-yl)-2-fluoroacrylamide